FC=1C=C(CN2C(=NC3=NC=C(C=C32)N3C=CC=2C3=NC(=CN2)O)C)C=CC1 5-(1-(3-fluorobenzyl)-2-methyl-1H-imidazo[4,5-b]pyridin-6-yl)-5H-pyrrolo[2,3-b]pyrazin-3-ol